butane-1,2,3,4-tetracarboxylic acid tetrakis(1,2,2,6,6-pentamethyl-4-piperidinyl) ester CN1C(CC(CC1(C)C)OC(=O)CC(C(CC(=O)OC1CC(N(C(C1)(C)C)C)(C)C)C(=O)OC1CC(N(C(C1)(C)C)C)(C)C)C(=O)OC1CC(N(C(C1)(C)C)C)(C)C)(C)C